6-(2,4-dimethoxybenzyl)pyrimido[6',1':2,3]imidazo[4,5-c][2,6]naphthyridin-5(6H)-one COC1=C(CN2C(C3=CC=NC=C3C3=C2N2C(=N3)C=CN=C2)=O)C=CC(=C1)OC